5-amino-m-benzenediphosphonic acid NC=1C=C(C=C(C1)P(O)(=O)O)P(O)(=O)O